FC=1C=C2C(=NC1)N(C=C2C2CN(CC2)C2=CC1=C(C=N2)OC(=N1)N1CCOCC1)C 6-(3-(5-fluoro-1-methyl-1H-pyrrolo[2,3-b]pyridin-3-yl)pyrrolidin-1-yl)-2-morpholinooxazolo[5,4-c]pyridine